Cl.C(C)OC(C(C([C@H](CC1=CC(=CC=C1)Cl)NCC1=CC=C(C=C1)OC)O)(F)F)=O (4S)-5-(3-chlorophenyl)-2,2-difluoro-3-hydroxy-4-((4-methoxybenzyl)amino)pentanoic acid ethyl ester hydrochloride